C(CC)NCC1=CC=C(CNC(OC(C)(C)C)=O)C=C1 tert-butyl (4-((propylamino)methyl)benzyl)carbamate